O=C(CN(C(C)=O)CCC)C N-(2-oxopropyl)-N-propylacetamide